7-chloro-8-fluoro-4-hydroxypyrido[4,3-d]pyrimidin-2(1H)-one ClC1=C(C=2NC(N=C(C2C=N1)O)=O)F